(S)-N-(2-amino-4-chloro-3-tolyl)-1-(5-methoxy-2-(2H-1,2,3-triazol-2-yl)benzoyl)-2-methylpyrrolidine-2-carboxamide NC1=C(C=CC(=C1NC(=O)[C@]1(N(CCC1)C(C1=C(C=CC(=C1)OC)N1N=CC=N1)=O)C)Cl)C